4-(4-chlorophenyl)-3-[5-fluoro-7-[2-[(2-methylpyrazol-3-yl)amino]pyrimidin-4-yl]-[1,2,4]triazolo[4,3-a]pyridin-3-yl]butanoic acid bis-TFA salt OC(=O)C(F)(F)F.OC(=O)C(F)(F)F.ClC1=CC=C(C=C1)CC(CC(=O)O)C1=NN=C2N1C(=CC(=C2)C2=NC(=NC=C2)NC=2N(N=CC2)C)F